2-amino-4-(6-chloro-8-fluoro-2-(((2R,7aS)-2-fluorotetrahydro-1H-pyrrolizin-7a(5H)-yl)methoxy)-4-(1,6-diazaspiro[3.4]octan-6-yl)quinazolin-7-yl)-7-fluorobenzo[b]thiophene-3-carbonitrile NC1=C(C2=C(S1)C(=CC=C2C2=C(C=C1C(=NC(=NC1=C2F)OC[C@]21CCCN1C[C@@H](C2)F)N2CC1(CCN1)CC2)Cl)F)C#N